BrC=1C=NN(C1)[C@@H](CO)C1=CC=CC=C1 |r| (±)-2-(4-Bromo-1H-pyrazol-1-yl)-2-phenylethanol